FC1=C(C=C(C=C1)F)C(=O)C1=C(N(CC1)C1=NC=2N(C=C1)N=CC2)O (2,5-difluorophenyl)(2-hydroxy-1-(pyrazolo[1,5-a]pyrimidine-5-yl)-4,5-dihydro-1H-pyrrol-3-yl)methanone